ethyl 1-{4-fluoro-2-[(3-fluoro-5-methanesulfonyl phenyl) methoxy]-6-methylphenyl}pyrazole-4-carboxylate FC1=CC(=C(C(=C1)C)N1N=CC(=C1)C(=O)OCC)OCC1=CC(=CC(=C1)S(=O)(=O)C)F